tert-Butyl 4-(((1R,2S,5R)-5-(isopropyl(methyl)amino)-2-((S)-2-oxo-3-((6-(trifluoromethyl)quinazolin-4-yl)amino)pyrrolidin-1-yl)cyclohexyl)carbamoyl)-[1,4'-bipiperidine]-1'-carboxylate C(C)(C)N([C@@H]1CC[C@@H]([C@@H](C1)NC(=O)C1CCN(CC1)C1CCN(CC1)C(=O)OC(C)(C)C)N1C([C@H](CC1)NC1=NC=NC2=CC=C(C=C12)C(F)(F)F)=O)C